N=1C=NN2C1C=C(C=C2)OC2=CC(=C(C=C2C)NC2=NC=NC1=CC(=C(C=C21)NC(/C(=C\[C@@H]2N(CCC2)C)/F)=O)N2CCC(CC2)N2CCOCC2)OC (R,E)-N-(4-((4-([1,2,4]triazolo[1,5-a]pyridin-7-yloxy)-2-methoxy-5-methylphenyl)amino)-7-(4-morpholinopiperidin-1-yl)quinazolin-6-yl)-2-fluoro-3-(1-methylpyrrolidin-2-yl)acrylamide